CC1=NN(C=C1C1=CC=C2C(=CNC2=C1)C1=NC(=NC=C1C(F)(F)F)N[C@@H]1CN(CCC1)C(=O)OC(C)(C)C)COCC[Si](C)(C)C tert-butyl (3S)-3-[[4-[6-[3-methyl-1-(2-trimethylsilylethoxymethyl)pyrazol-4-yl]-1H-indol-3-yl]-5-(trifluoromethyl)pyrimidin-2-yl]amino]piperidine-1-carboxylate